C1CCC(C=2C3=CC=CC=C3NC12)C(=O)N tetrahydrocarbazole-4-carboxamide